[W].[B].[Ni] Nickel-Boron-Tungsten